C(C)(C)C1=C(C=CC=C1)C1=NC=C2NC(N(C2=N1)[C@@H](C)C1=CC=CC=C1)=O (S)-2-(2-isopropylphenyl)-9-(1-phenylethyl)-7,9-dihydro-8H-purin-8-one